FC(OC1=CC2=C(N=CN=N2)C=C1)(F)F 7-(trifluoromethoxy)benzo[e][1,4,2]triazine